NC1=NC=2C=CC(=CC2C2=C1[C@H](OC2)C)C(=O)N([C@H](C)C2=NC=C(C=C2)C(F)(F)F)C2CC2 (3R)-4-amino-N-cyclopropyl-3-methyl-N-((1R)-1-(5-(trifluoromethyl)-2-pyridinyl)ethyl)-1,3-dihydrofuro[3,4-c]quinoline-8-carboxamide